2-(6-bromopyrazin-2-yl)cyclopentan-1-ol BrC1=CN=CC(=N1)C1C(CCC1)O